1-(2,4-dichlorophenyl)-5-methyl-2-pyrazoline-3,5-dicarboxylic acid ClC1=C(C=CC(=C1)Cl)N1N=C(CC1(C(=O)O)C)C(=O)O